(R)-3-(((6-((4-ethylphenyl)(methyl)amino)-2-methyl-1,2,3,4-tetrahydro-isoquinolin-1-yl)methyl)amino)isonicotinic acid C(C)C1=CC=C(C=C1)N(C=1C=C2CCN([C@H](C2=CC1)CNC1=C(C(=O)O)C=CN=C1)C)C